(E)-4-((2-(4-((E)-2-cyclobutyl-1-(1H-indazol-5-yl)-2-phenylvinyl)phenoxy)ethyl)amino)-1-morpholinobut-2-en-1-one C1(CCC1)\C(=C(/C=1C=C2C=NNC2=CC1)\C1=CC=C(OCCNC/C=C/C(=O)N2CCOCC2)C=C1)\C1=CC=CC=C1